2-(1-chlorocyclopropan-1-yl)-2-(2'-chlorobenzyl)-oxirane ClC1(CC1)C1(OC1)CC1=C(C=CC=C1)Cl